C=CC1=CC[C@H]2[C@@H]3CCC4CCCC[C@]4(C)[C@H]3CC[C@]12C pregnadien